N1N=NN=C1C1=C(C=CC=C1)C1=CC(=CC(=N1)N(CC(C)C)CC1=CC=CC=C1)NC1=NC=C(C=N1)C(C)C 6-(2-(1H-tetrazol-5-yl)phenyl)-N2-benzyl-N2-isobutyl-N4-(5-isopropylpyrimidin-2-yl)pyridine-2,4-diamine